C(C1=CC=CC=C1)(=O)C1(C2=NCN([C@H]3[C@H](OC)[C@H](O)[C@@H](CO)O3)C2=NC=N1)N 6-benzoyl-2'-O-methyl-adenosine